[Si](C1=CC=CC=C1)(C1=CC=CC=C1)(C(C)(C)C)O[C@H]1CC(N(C1)CCN(C(OC(C)(C)C)=O)C)=O Tert-butyl (S)-(2-(4-((tert-butyldiphenylsilyl)oxy)-2-oxopyrrolidin-1-yl)ethyl)(methyl)carbamate